FC1(C(C(C(C(C1(F)F)(F)F)(F)F)C)C)F 3,3,4,4,5,5,6,6-octafluoro-1,2-dimethylcyclohexane